(S)-2-cyclopropyl-1-(3-fluoro-4-((methoxymethyloxy)methyl)phenyl)ethan-1-amine C1(CC1)C[C@H](N)C1=CC(=C(C=C1)COCOC)F